N1(N=CC=C1)CCC=1N(C=2C(=C3CC[C@@H](N(C3=CC2)C(=O)OC)C)N1)CC(=O)NCC1=NN(C=C1)C methyl (S)-2-(2-(1H-pyrazol-1-yl)ethyl)-7-methyl-3-(2-(((1-methyl-1H-pyrazol-3-yl)methyl)amino)-2-oxoethyl)-3,7,8,9-tetrahydro-6H-imidazo[4,5-f]quinoline-6-carboxylate